O=C1NC(CCC1C1=NN(C2=CC(=CC=C12)C1CCN(CC1)C[C@H]1[C@@H](CN(CC1)C(=O)OC(C)(C)C)C)C)=O tert-butyl (3S,4R)-4-((4-(3-(2,6-dioxopiperidin-3-yl)-1-methyl-1H-indazol-6-yl)piperidin-1-yl)methyl)-3-methylpiperidine-1-carboxylate